6-[3-[3,3-difluoro-1-(4-methyl-1,2,4-triazol-3-yl)cyclobutyl]phenyl]-2-[[(3S)-3-methyl-1-piperidinyl]methyl]-1-(p-tolylsulfonyl)-4-(trifluoromethyl)pyrrolo[2,3-c]pyridin-7-one FC1(CC(C1)(C1=NN=CN1C)C=1C=C(C=CC1)N1C(C2=C(C(=C1)C(F)(F)F)C=C(N2S(=O)(=O)C2=CC=C(C=C2)C)CN2C[C@H](CCC2)C)=O)F